C(C(C)C)(=O)OC=1C(=NC=CC1OC)C(N[C@H](C(=O)NC(=C(C1=CC=C(C=C1)Cl)C1=CC=C(C=C1)Cl)C)C(C)C)=O (S)-2-((1-((1,1-bis(4-chlorophenyl)prop-1-en-2-yl)amino)-3-methyl-1-oxobutan-2-yl)carbamoyl)-4-methoxypyridin-3-yl isobutyrate